ClC(C=C)(Cl)Cl 3,3,3-trichloropropene